O=C\1N(C2=CC=CC=C2/C1=C\1/NC2=CC=CC=C2C1=O)C(=O)NCCC[NH3+] 3-[[(3Z)-2-oxo-3-(3-oxoindolin-2-ylidene)indoline-1-carbonyl]amino]propylammonium